OC1=C(C=C(C=C1)NC(=O)C1=CC=C(C=C1)C1=C(C=C(C=C1)C(F)(F)F)Cl)S(NC1=CC=CC=C1)(=O)=O N-(4-hydroxy-3-(phenylsulfamoyl)phenyl)-2'-chloro-4'-(trifluoromethyl)-[1,1'-biphenyl]-4-carboxamide